C(C)(=O)O[C@@H](C=C)CCCCC |r| (+-)-1-pentyl-2-propenyl acetate